(3-bromo-1-((2-(trimethylsilyl)ethoxy)methyl)-1H-pyrazol-5-yl)-3-hydroxy-1-methylpyrrolidin-2-one BrC1=NN(C(=C1)C1(C(N(CC1)C)=O)O)COCC[Si](C)(C)C